2-(difluoromethoxy)-N-(1-(5-(2-methoxyphenyl)-1H-1,2,4-triazol-3-yl)cyclopropyl)benzamide FC(OC1=C(C(=O)NC2(CC2)C2=NNC(=N2)C2=C(C=CC=C2)OC)C=CC=C1)F